CNC1COCC=2NC(C=3C=C(C=CC3C21)C#N)=O 1-(methylamino)-6-oxo-1,2,4,5-tetrahydropyrano[3,4-c]isoquinoline-8-carbonitrile